Racemic-N-(6-bromo-7-chloroisoquinolin-3-yl)-2-(hydroxymethyl)cyclobutane-1-carboxamide BrC=1C=C2C=C(N=CC2=CC1Cl)NC(=O)C1C(CC1)CO